trans-N1-(5-(1,5-naphthyridin-2-yl)pyrrolo[2,1-f][1,2,4]triazin-2-yl)cyclobutane-1,3-diamine N1=C(C=CC2=NC=CC=C12)C=1C=CN2N=C(N=CC21)N[C@@H]2C[C@H](C2)N